C(CNC(C(=O)O)C1=C(C=CC=C1)O)NC(C(=O)O)C1=C(C=CC=C1)O ethylenebis[2-(o-hydroxyphenyl)-glycine]